ClC1=CC2=C(S1)[C@@]1(C[C@@H](N(CC1)C[C@@H](C(=O)N(C)C)O)C)OCC2 (2S)-3-[(2'S,7R)-2-chloro-2'-methyl-spiro[4,5-dihydrothieno[2,3-c]pyran-7,4'-piperidin]-1'-yl]-2-hydroxy-N,N-dimethyl-propionamide